C(C)(C)C(COCC(NC)(C(C)C)C(C)C)(NC)C(C)C Didiisopropylmethylaminoethyl ether